The molecule is an imidazolyl carboxylic acid that is 1H-imidazole with methyl and carboxylic acid group substituents at positions 5 and 4 respectively. It has a role as a metabolite. CC1=C(N=CN1)C(=O)O